FC1=C(C=C(C(=C1)OC)S(=O)(=O)N1C=CC2=CC=CC(=C12)F)N1C(C2=CC=CC=C2C1=O)=O 2-(2-fluoro-5-((7-fluoro-1H-indol-1-yl)sulfonyl)-4-methoxyphenyl)isoindole-1,3-dione